2-(3,5-Bis(trifluoromethyl)phenyl)-N-(6-chloro-4-(4-fluoro-2-methylphenyl)pyridin-3-yl)-N,2-dimethylpropionamide FC(C=1C=C(C=C(C1)C(F)(F)F)C(C(=O)N(C)C=1C=NC(=CC1C1=C(C=C(C=C1)F)C)Cl)(C)C)(F)F